ClC=1C=CC=2N(N1)C(=CN2)C=2SC=CN2 2-(6-chloroimidazo[1,2-b]pyridazin-3-yl)thiazole